(6-(4-cyclopropyl-4H-1,2,4-triazol-3-yl)pyridin-2-yl)-7-fluoro-1-methyl-2-oxo-2,3,4,5-tetrahydro-1H-benzo[b]azepine-8-carboxamide C1(CC1)N1C(=NN=C1)C1=CC=CC(=N1)C1CCC2=C(N(C1=O)C)C=C(C(=C2)F)C(=O)N